2-(4-(3-((2R,4S)-2-(2,5-difluorophenyl)-4-fluoropyrrolidin-1-yl)-1H-pyrazolo[3,4-b]pyridin-5-yl)-1H-pyrazol-1-yl)-N,N-dimethylethane-1-amine FC1=C(C=C(C=C1)F)[C@@H]1N(C[C@H](C1)F)C1=NNC2=NC=C(C=C21)C=2C=NN(C2)CCN(C)C